C(C1=CC=CC=C1)[Mg]Cl.[Hf] hafnium Benzylmagnesium chloride